[Li+].B([O-])([O-])[O-].C(C(=O)OF)(=O)OF.[Li+].[Li+] difluoro (oxalate) borate lithium